3-{4-[(2-{3-[(2-fluoro-4-methanesulfonyl-phenyl)amino]prop-1-yn-1-yl}-1-(2,2,2-trifluoroethyl)-1H-indol-4-yl)amino]piperidin-1-yl}propane-1,2-diol FC1=C(C=CC(=C1)S(=O)(=O)C)NCC#CC=1N(C2=CC=CC(=C2C1)NC1CCN(CC1)CC(CO)O)CC(F)(F)F